C1(CC1)C(=O)C=1N=C2N(N1)[C@@H](C[C@@H]2F)C(CC)(F)F |r| Cyclopropyl-[rac-(5S,7S)-5-(1,1-difluoropropyl)-7-fluoro-6,7-dihydro-5H-pyrrolo[1,2-b][1,2,4]triazol-2-yl]methanone